BrC=1C=CC(=NC1)N1N=C(N=C1N)NC1=CC=C(C=C1)OCCN1CCCC1 1-(5-bromopyridin-2-yl)-N3-(4-(2-(pyrrolidin-1-yl)ethoxy)phenyl)-1H-1,2,4-triazole-3,5-diamine